FCCN1C(=CC=2C(=CC=CC12)NC1CCC(CC1)N1CCOCC1)C#CCNC1=C(C=C(C=C1)S(=O)(=O)C)OC 1-(2-fluoroethyl)-2-{3-[(4-methanesulfonyl-2-methoxyphenyl)amino]prop-1-yn-1-yl}-N-[(1R,4R)-4-(morpholin-4-yl)cyclohexyl]-1H-indol-4-amine